tert-butyl (2-((3-((4-((4-(4-cyano-6-methylpyrimidin-2-yl)piperazin-1-yl)sulfonyl)phenyl)carbamoyl)-4-(N-methylmethylsulfonamido)benzyl)amino)-2-oxoethyl)carbamate C(#N)C1=NC(=NC(=C1)C)N1CCN(CC1)S(=O)(=O)C1=CC=C(C=C1)NC(=O)C=1C=C(CNC(CNC(OC(C)(C)C)=O)=O)C=CC1N(S(=O)(=O)C)C